butyl 2,9-diazaspiro[5.5]undecane-9-carboxylate C1NCCCC12CCN(CC2)C(=O)OCCCC